4-[2-(azepan-1-yl)-4-(cyclopropanecarbonylamino)benzoyl]-3-phenylpiperazine-1-carboxylic acid tert-butyl ester C(C)(C)(C)OC(=O)N1CC(N(CC1)C(C1=C(C=C(C=C1)NC(=O)C1CC1)N1CCCCCC1)=O)C1=CC=CC=C1